3-(4-((4-butylphenyl)diazenyl)phenoxy)hexan-1-ol C(CCC)C1=CC=C(C=C1)N=NC1=CC=C(OC(CCO)CCC)C=C1